ClC1=CC=C(C=C1C1=C(C(=CC=C1C#N)OCCOC)F)C(CNC([O-])=O)C1=CC=CC=C1 (2-(6-chloro-6'-cyano-2'-fluoro-3'-(2-methoxyethoxy)-[1,1'-biphenyl]-3-yl)-2-phenylethyl)carbamate